C(C=C=CC(=O)O)(=O)O pentadienedioic acid